C(C(=C)C)(=O)OC1C(CC(CC1)C(C(F)(F)F)(C(F)(F)F)O)C(C(F)(F)F)(C(F)(F)F)O 2,4-bis(1,1,1,3,3,3-hexafluoro-2-hydroxy-2-propanyl)cyclohexyl methacrylate